Benzyl (2R,4S)-4-[(6-chloro-2-cyanopyrimidin-4-yl)oxy]-2-(cyanomethyl)piperidine-1-carboxylate ClC1=CC(=NC(=N1)C#N)O[C@@H]1C[C@H](N(CC1)C(=O)OCC1=CC=CC=C1)CC#N